tert-butyl (R)-4-(2-(3-(3-((4-(1H-pyrazol-4-yl)benzyl)(cyclopropyl)carbamoyl) piperidin-1-yl)phenoxy)-2-methylpropanoyl)piperazine-1-carboxylate N1N=CC(=C1)C1=CC=C(CN(C(=O)[C@H]2CN(CCC2)C=2C=C(OC(C(=O)N3CCN(CC3)C(=O)OC(C)(C)C)(C)C)C=CC2)C2CC2)C=C1